2-(1-(4-(hydroxymethyl)piperidine-1-carbonyl)piperidin-4-ylidene)-2-(1-methyl-1H-indazol-7-yl)acetonitrile OCC1CCN(CC1)C(=O)N1CCC(CC1)=C(C#N)C=1C=CC=C2C=NN(C12)C